2-((3aS,4S,6R,6aR)-6-(((S)-4-((((9H-fluoren-9-yl)methoxy)carbonyl)amino)-5-(benzyloxy)-5-oxopentanamido)methyl)-2,2-dimethyltetrahydrofuro[3,4-d][1,3]dioxol-4-yl)acetic acid C1=CC=CC=2C3=CC=CC=C3C(C12)COC(=O)N[C@@H](CCC(=O)NC[C@H]1O[C@H]([C@H]2[C@@H]1OC(O2)(C)C)CC(=O)O)C(=O)OCC2=CC=CC=C2